(E)-3-(4-(8-benzyl-2-oxa-5,8-diazaspiro[3.4]octane-5-carbonyl)phenyl)-1-(pyridin-4-yl)prop-2-en-1-one C(C1=CC=CC=C1)N1CCN(C12COC2)C(=O)C2=CC=C(C=C2)/C=C/C(=O)C2=CC=NC=C2